2-(7,8-difluoro-3-(methoxymethoxy)naphthalen-1-yl)-4,4,5,5-tetramethyl-1,3,2-dioxaborinane FC1=CC=C2C=C(C=C(C2=C1F)B1OCC(C(O1)(C)C)(C)C)OCOC